(E)-N-(4-((3,4-dichloro-2-fluorophenyl)amino)-5-methoxyquinazolin-6-yl)-4-(dimethylamino)but-2-enamide ClC=1C(=C(C=CC1Cl)NC1=NC=NC2=CC=C(C(=C12)OC)NC(\C=C\CN(C)C)=O)F